C1(=CC=CC=C1)\C=C/C=O (Z)-3-PHENYL-2-PROPENAL